N[C@]1(CN(CC1)C1=C(C(=CC(=C1)Cl)Br)CN1C2=NC=NC(=C2N=C1)N)C(=O)NC(C([2H])([2H])[2H])([2H])[2H] (R)-3-amino-1-(2-((6-amino-9H-purin-9-yl)methyl)-3-bromo-5-chlorophenyl)-N-(ethyl-d5)pyrrolidine-3-carboxamide